C(C)(C)(C)OC(=O)N1CC2(C1)C=C(C2)C2=CC=C(C=C2)N2C(N(C(CC2)=O)CC2=CC=C(C=C2)OC)=O tert-butyl-6-(4-(3-(4-methoxybenzyl)-2,4-dioxotetrahydropyrimidin-1(2H)-yl)phenyl)-2-azaspiro[3.3]hept-5-ene-2-carboxylate